(3S,4R)-1-[4-({8-[(2S,3R)-3-[(ethanesulfonyl)meth-yl]-2-methylazetidin-1-yl]-5-(propan-2-yl)-2,7-naphthyridin-3-yl}amino)pyrimidin-2-yl]-3-fluoro-3-methylpiperidin-4-ol C(C)S(=O)(=O)C[C@H]1[C@@H](N(C1)C=1N=CC(=C2C=C(N=CC12)NC1=NC(=NC=C1)N1C[C@]([C@@H](CC1)O)(C)F)C(C)C)C